4-(difluoromethoxy)-N-[(1S,2S,4S)-2-hydroxy-4-(trifluoromethoxy)cyclopentyl]-3-[2-(1-methyl-1H-pyrazol-4-yl)ethynyl]benzamide FC(OC1=C(C=C(C(=O)N[C@@H]2[C@H](C[C@H](C2)OC(F)(F)F)O)C=C1)C#CC=1C=NN(C1)C)F